[Si](C1=CC=CC=C1)(C1=CC=CC=C1)(C(C)(C)C)O[C@@H]1C[C@@H](N(C1)C(=O)OC(C)(C)C)COC1=C(C(=C(C(=C1C(=O)OC)O)Cl)C)Cl tert-butyl (2R,4R)-4-((tert-butyldiphenylsilyl)oxy)-2-((2,4-dichloro-5-hydroxy-6-(methoxycarbonyl)-3-methyl Phenoxy)methyl)pyrrolidine-1-carboxylate